5-hydroxymethylcytidine Diphenylmonodecylphosphite C1(=CC=CC=C1)C(CCCCCCCCCP(O)(O)OC[C@@H]1[C@H]([C@H]([C@@H](O1)N1C(=O)N=C(N)C(=C1)CO)O)O)C1=CC=CC=C1